5-(4-((1S,2R)-2-isopropylcyclopropyl)pyrazolo[1,5-b]Pyridazin-6-yl)pyrimidine-2,4(1H,3H)-dione C(C)(C)[C@@H]1[C@H](C1)C=1C=2N(N=C(C1)C=1C(NC(NC1)=O)=O)N=CC2